(R or S)-N-(2-(difluoromethoxy)-5-methoxyphenyl)-3-(3-fluoro-4-methylphenyl)-3-(1,2,4-thiadiazol-5-yl)pyrrolidine-1-carboxamide FC(OC1=C(C=C(C=C1)OC)NC(=O)N1C[C@](CC1)(C1=NC=NS1)C1=CC(=C(C=C1)C)F)F |o1:16|